N-(2-cyano-6-(1-isopropylpiperidin-4-yl)phenyl)-3H-spiro[isobenzofuran-1,4'-piperidine]-1'-carboxamide formate C(=O)O.C(#N)C1=C(C(=CC=C1)C1CCN(CC1)C(C)C)NC(=O)N1CCC2(CC1)OCC1=CC=CC=C12